2-[2-[1-(4-chlorophenyl)-1-phenylethoxy]ethyl]-1-methylpyrrolidine ClC1=CC=C(C=C1)C(C)(OCCC1N(CCC1)C)C1=CC=CC=C1